3-hydroxyphosphopyruvate OC(C(C(=O)[O-])=O)P(=O)=O